N-(4-((benzyloxy)methyl)phenyl)-4-methoxy-3-(5-methyl-6-(methylsulfonamido)-pyrazin-2-yl)benzamide C(C1=CC=CC=C1)OCC1=CC=C(C=C1)NC(C1=CC(=C(C=C1)OC)C1=NC(=C(N=C1)C)NS(=O)(=O)C)=O